C(=O)(C=C)C(C(=O)O)=C acryl-(acrylic acid)